C(=O)O[C@H]1C[C@@H](CC1)NC1=NC(=NC2=CC(=CC=C12)C1=CC=NN1)N (1R,3R)-3-((2-amino-7-(1H-pyrazol-5-yl)quinazolin-4-yl)amino)cyclopentanol formate